((3-bromo-5-chloro-4-methylthiophen-2-yl)methoxy)(tert-butyl)dimethylsilane BrC1=C(SC(=C1C)Cl)CO[Si](C)(C)C(C)(C)C